C(CCC)C=1C=CC(=NC1)C(=O)NNC(=O)C1=NC=CN=C1 N'-(5-butylpicolinoyl)pyrazine-2-carbohydrazide